FC(C(=O)O)(F)F.C(#N)CC(=O)N1C[C@@H](CCC1)NC1=C2C(=NC=C1C(=O)O)NC=C2 (R)-4-((1-(2-cyanoacetyl)piperidin-3-yl)amino)-1H-pyrrolo[2,3-b]pyridine-5-carboxylic acid trifluoroacetic acid salt